O=C1C(=C(NC2=CC=CC=C12)C=1NC=CC1)C(=O)O 4-oxo-2-(1H-pyrrol-2-yl)-1,4-dihydroquinoline-3-carboxylic acid